butyl 4-[5-methyl-1-[4-(trifluoromethyl)phenyl]pyrazol-3-yl]piperazine-1-carboxylate CC1=CC(=NN1C1=CC=C(C=C1)C(F)(F)F)N1CCN(CC1)C(=O)OCCCC